FC(C=1C(NC(N(N1)C1=CC(=C(C(=C1)C)CC1=CC=C2C(=N1)C(=CN2S(=O)(=O)C2=CC=C(C)C=C2)C(C)C)C)=O)=O)F 6-(difluoromethyl)-2-(4-((3-isopropyl-1-p-toluenesulfonyl-1H-pyrrolo[3,2-b]pyridin-5-yl)methyl)-3,5-dimethylphenyl)-1,2,4-triazine-3,5(2H,4H)-dione